CC=1N=C(SC1)C1(C2CCN(CC12)C1=CN=C2C(=N1)N(N=C2C2=CC=CC1=CC=CC=C21)C2OCCCC2)CNC(OCC2=CC=CC=C2)=O Benzyl ((7-(4-methylthiazol-2-yl)-3-(3-(naphthalen-1-yl)-1-(tetrahydro-2H-pyran-2-yl)-1H-pyrazolo[3,4-b]pyrazin-6-yl)-3-azabicyclo[4.1.0]heptan-7-yl)methyl)carbamate